C[Si](C1=CC=C(C=C1)S(=O)(=O)O)(C)C 4-(trimethylsilyl)benzenesulfonic acid